IC1=NN(C=C1)CCOC1OCCCC1 3-iodo-1-[2-(oxan-2-yloxy)ethyl]-1H-pyrazole